C(C(C)C)(=O)OC=1C(=NC=CC1OC)C(N[C@H](C(=O)NC(C)C(C)C)C)=O 4-methoxy-2-(((2S)-1-((3-methylbutan-2-yl)amino)-1-oxopropan-2-yl)carbamoyl)pyridin-3-yl isobutyrate